FC(C(=O)O)(F)F.NCC(CO[Si](C1=CC=CC=C1)(C1=CC=CC=C1)C(C)(C)C)N1N=C2C(CN([C@@H](C2)C)C(C2=CC(=C(C=C2)Cl)C#N)=O)=C1C(=O)OCC (6R)-ethyl 2-(1-amino-3-((tert-butyldiphenylsilyl) oxy) propan-2-yl)-5-(4-chloro-3-cyanobenzoyl)-6-methyl-4,5,6,7-tetrahydro-2H-pyrazolo[4,3-c]pyridine-3-carboxylate trifluoroacetate